tert-butyl 4-[[3-[[4-[[(7R)-8-cyclopentyl-7-ethyl-5-methyl-6-oxo-7H-pteridin-2-yl]amino]-3-methoxybenzoyl]-methyl-amino]cyclobutyl]methyl]piperidine-1-carboxylate C1(CCCC1)N1[C@@H](C(N(C=2C=NC(=NC12)NC1=C(C=C(C(=O)N(C2CC(C2)CC2CCN(CC2)C(=O)OC(C)(C)C)C)C=C1)OC)C)=O)CC